FC1=CC=C(C2=CC=CC=C12)N1CC=2N=C(N=C(C2CC1)N1C[C@@H](NCC1)CC#N)OC[C@H]1N(CCC1)C 2-[(2S)-4-[7-(4-fluoro-1-naphthyl)-2-[[(2S)-1-methylpyrrolidin-2-yl]methoxy]-6,8-dihydro-5H-pyrido[3,4-d]pyrimidin-4-yl]piperazin-2-yl]acetonitrile